[2-[6-[4-(4-tert-butoxycarbonylpiperazin-1-yl)phenyl]-4-fluoro-1-oxo-isoindolin-2-yl]-2-(6,7-dihydro-5H-pyrrolo[1,2-c]imidazol-1-yl)acetyl]oxylithium C(C)(C)(C)OC(=O)N1CCN(CC1)C1=CC=C(C=C1)C1=CC(=C2CN(C(C2=C1)=O)C(C(=O)O[Li])C1=C2N(C=N1)CCC2)F